BrCC1CC(C1)F 1-(bromomethyl)-3-fluorocyclobutane